C1(CC1)NC(C([C@H](CCC(C)(F)F)NC(=O)[C@H]1N(C[C@H]2CCCC[C@H]2C1)C([C@H](C(C)(C)C)NC(OC)=O)=O)=O)=O methyl ((S)-1-((3S,4aS,8aS)-3-(((S)-1-(cyclopropylamino)-6,6-difluoro-1,2-dioxoheptan-3-yl)carbamoyl)octahydroisoquinolin-2(1H)-yl)-3,3-dimethyl-1-oxobutan-2-yl)carbamate